C(C)(C)(C)OC(NC1=CC=C(C=2N=C(N=NC21)N)Br)=O (3-amino-5-bromobenzo[e][1,2,4]triazin-8-yl)carbamic acid tert-butyl ester